NN1C(C2=CC=C(C=C2C1)F)=O amino-5-fluoro-isoindolin-1-one